CNC(C1=CC=C(C=C1)NC1=NC=C(C(=N1)NCC=1C(=NC(=CC1)C)N(S(=O)(=O)C)C)C(F)(F)F)=O N-methyl-4-({4-[({6-methyl-2-[methyl(methylsulfonyl)amino]pyridin-3-yl}methyl)amino]-5-(trifluoromethyl)pyrimidin-2-yl}amino)benzamide